4-methoxy-3-[[4-(N-methyl-4-nitro-anilino)pyrimidin-2-yl]amino]benzenesulfonamide COC1=C(C=C(C=C1)S(=O)(=O)N)NC1=NC=CC(=N1)N(C1=CC=C(C=C1)[N+](=O)[O-])C